CNC(=O)NCC N-methyl-N'-ethylurea